The molecule is a xanthone that is xanthen-9-one bearing hydroxymethyl, 3,3-dimethylallyloxy, methyl, 3,3-dimethylallyl and hydroxy groups at positions 1, 2, 3, 5 and 8 respectively. A secondary metabolite produced by Aspergillus nidulans. It has a role as a metabolite. It is a member of xanthones, an aromatic ether and a member of phenols. CC1=CC2=C(C(=C1OCC=C(C)C)CO)C(=O)C3=C(C=CC(=C3O2)CC=C(C)C)O